OC(=O)C(F)(F)F.COC1(CC1)CN (1-methoxycyclopropyl)methanamine TFA salt